C(CC=C)OC1=C(CC2=NN3C(N=C(N=C3NCC3=CC=C(C=C3)OC)SC)=C2C(C)C)C=CC(=C1)S(=O)(=O)C (2-(but-3-en-1-yloxy)-4-(methylsulfonyl)benzyl)-8-isopropyl-N-(4-methoxybenzyl)-2-(methylthio)pyrazolo[1,5-a][1,3,5]triazin-4-amine